C1(=CC=CC=C1)NCCC[Si](OC)(OC)C N-phenyl-γ-aminopropyl-methyl-dimethoxysilane